N[C@@H](CC1=CC=C(C(=O)O)C=C1)C(=O)O (S)-4-(2-amino-2-carboxyethyl)benzoic acid